5-Chloro-9-aza-tricyclo[6.3.1.02,7]dodeca-2,4,6,10-tetraene-9-carboxylic acid benzyl ester C(C1=CC=CC=C1)OC(=O)N1C2C3=CC(=CC=C3C(C=C1)C2)Cl